FC(C1=C(C=CC=C1)/C=C/C(=O)O)(F)F (E)-3-(o-trifluoromethylphenyl)acrylic acid